5-(4-methylpiperazin-1-yl)pyrimidine CN1CCN(CC1)C=1C=NC=NC1